[3,5-dichloro-4-[(4-methoxy-3-phenyl-phenyl)methyl]phenyl]N,N-diethylcarbamate ClC=1C=C(C=C(C1CC1=CC(=C(C=C1)OC)C1=CC=CC=C1)Cl)OC(N(CC)CC)=O